Dimethyl[2-[7-methyl-4-[4-(trifluoromethyl)benzyloxy]indol-3-yl]ethyl]amine CN(CCC1=CNC2=C(C=CC(=C12)OCC1=CC=C(C=C1)C(F)(F)F)C)C